1,3,5-trihydroxy-4-{[(2E)-3-(3-hydroxy-4-methoxyphenyl)prop-2-enoyl]oxy}cyclohexane-1-carboxylic acid OC1(CC(C(C(C1)O)OC(\C=C\C1=CC(=C(C=C1)OC)O)=O)O)C(=O)O